((3s,5s)-tert-butyl 1-(2-amino-5-bromophenyl)-5-(hydroxymethyl) pyrrolidin-3-yl) carbamate C(N)(O[C@@H]1C(N([C@@H](C1)CO)C1=C(C=CC(=C1)Br)N)C(C)(C)C)=O